C1(CCC1)N1N=CC(=C1)C1=C(C(=O)OC)C=C(C=C1)NC(=O)C1(CC1)C1=NC=C(C=C1)F Methyl 2-(1-cyclobutyl-1H-pyrazol-4-yl)-5-({[1-(5-fluoropyridin-2-yl)cyclopropyl] carbonyl} amino)benzoate